CN(C1=CC(=C(C=C1)N1C(SCC1=O)=N)C(C)C)C 3-(4-(dimethylamino)-2-isopropylphenyl)-2-iminothiazolidin-4-one